4-(2-hydroxyethanesulfonamido)benzamide OCCS(=O)(=O)NC1=CC=C(C(=O)N)C=C1